O1CCC2=C1C(=CC=C2)C=2C=C1C=CN(C(C1=CC2F)=O)CCC[C@H](C)NC=2C=NNC(C2C(F)(F)F)=O (S)-6-(2,3-dihydrobenzofuran-7-yl)-7-fluoro-2-(4-((6-oxo-5-(trifluoromethyl)-1,6-dihydropyridazin-4-yl)amino)pentyl)isoquinolin-1(2H)-one